1-(9-methyl-5,6,8,9,10,11-hexahydro-7H-5,9:7,11-dimethanobenzo[9]annulen-7-yl)-3-(1-propionylpiperidin-4-yl)urea CC12CC3(CC(C4=C(C(C1)C3)C=CC=C4)C2)NC(=O)NC2CCN(CC2)C(CC)=O